1-cyano-2-phenyl-3-(3,5-dichloro-pyridin-4-yl)isourea C(#N)NC(OC1=CC=CC=C1)=NC1=C(C=NC=C1Cl)Cl